ClC1=C(C=C(C=C1)N1CC2(C3=NC(=CC=C31)C(=O)N3C(CN(CC3)C3=NC(=C(C(=O)O)C(=C3)C)C)(C)C)CC(C2)C)F 6-(4-((1r,3r)-1'-(4-chloro-3-fluorophenyl)-3-methyl-1',2'-dihydrospiro[cyclobutane-1,3'-pyrrolo[3,2-b]pyridine]-5'-carbonyl)-3,3-dimethylpiperazin-1-yl)-2,4-dimethylnicotinic acid